4,4,5,5-tetramethyl-2-(1,1,4-trimethyl-1,3-dihydroisobenzofuran-5-yl)-1,3,2-dioxaborolane CC1(OB(OC1(C)C)C=1C(=C2COC(C2=CC1)(C)C)C)C